2-phenylisothiazolo[5,4-b]pyridin C1(=CC=CC=C1)N1SC2=NC=CC=C2C1